2-(4-((N-(3-cyano-4,5,6,7-tetrahydrobenzo[b]thiophen-2-yl)-1-naphthamido)methyl)-1H-1,2,3-triazol-1-yl)acetic acid C(#N)C=1C2=C(SC1N(C(=O)C1=CC=CC3=CC=CC=C13)CC=1N=NN(C1)CC(=O)O)CCCC2